methyltri-sec.-butoxysilane C[Si](OC(C)CC)(OC(C)CC)OC(C)CC